[C@@H]12CC(C[C@@H](CC1)N2)OC2=CC=C(OCC=1C=C(C=CC1)NC(=O)C1=CC3=C(N1C)C=CS3)C=C2 N-[3-[[4-[[(1S,5R)-8-azabicyclo[3.2.1]octan-3-yl]oxy]phenoxy]methyl]phenyl]-4-methyl-thieno[3,2-b]pyrrole-5-carboxamide